diisobutylbis(methoxymethyl)silane C(C(C)C)[Si](COC)(COC)CC(C)C